COC=1C=C2CCN(CC2=CC1NC1=NC=C2C(=N1)N(N=C2)C2CCC(CC2)OC)C 6-methoxy-N-(1-((1s,4s)-4-methoxycyclohexyl)-1H-pyrazolo[3,4-d]pyrimidin-6-yl)-2-methyl-1,2,3,4-tetrahydroisoquinolin-7-amine